1-amino-4-bromo-2-methylpyridin-1-ium 2,4,6-trimethylbenzenesulfonate CC1=C(C(=CC(=C1)C)C)S(=O)(=O)[O-].N[N+]1=C(C=C(C=C1)Br)C